(2R,4R)-4-Amino-5-(4-bromophenyl)2-hydroxypentanoic Acid Ethyl Ester C(C)OC([C@@H](C[C@@H](CC1=CC=C(C=C1)Br)N)O)=O